N1N=NN=C1C(=O)[O-].[Li+].NC1=CC=C(OC2=CC(=CC=C2)OC2=CC=C(C=C2)N)C=C1 2,6-bis(4-aminophenoxy)benzene lithium tetrazolate